CCCCCCCCCCCCCCCCCCCCC(=O)O[C@H](COC(=O)CCCCCCCCC/C=C\CCCCCCCCCC)COP(=O)(O)OC[C@H](CO)O 1-(11Z-docosenoyl)-2-heneicosanoyl-glycero-3-phospho-(1'-sn-glycerol)